C(C)(C)(C)OC(=O)N1CCN(CC1)C1=C(C=NC=C1)/N=C/C=1C=C2N=CC=NC2=CC1Cl.C1(=C(C=CC=C1)N(CCO)CCO)C N-o-tolyl-diethanolamine tert-Butyl-(E)-4-(3-(((7-chloroquinoxalin-6-yl)methylene)amino)pyridin-4-yl)piperazine-1-carboxylate